C(#N)C1=C(C=C(C2=C1CCO2)C2=NC=C(C=C2)C(C)C)NCC(C(=O)O)=C 2-(((4-Cyano-7-(5-isopropylpyridin-2-yl)-2,3-dihydrobenzofuran-5-yl)amino)methyl)acrylic acid